6-(tert-butyl)-2-(4-chloro-6-(pyrrolidin-1-yl)pyrimidin-5-yl)-1H-benzo[d]imidazole C(C)(C)(C)C=1C=CC2=C(NC(=N2)C=2C(=NC=NC2N2CCCC2)Cl)C1